BrC=1C(=C(C=CC1)C=1OC2=C(N1)C=C(C=C2C(F)(F)F)CO)C (2-(3-bromo-2-methylphenyl)-7-(trifluoromethyl)benzo[d]oxazol-5-yl)methanol